3-(6-amino-1-cyclopentyl-1H-indole-3-carbonyl)-N-(tert-butyl)benzenesulfonamide NC1=CC=C2C(=CN(C2=C1)C1CCCC1)C(=O)C=1C=C(C=CC1)S(=O)(=O)NC(C)(C)C